Methyl ((4-bromophenoxy)(4-nitrophenoxy)phosphoryl)-D-alaninate BrC1=CC=C(OP(=O)(OC2=CC=C(C=C2)[N+](=O)[O-])N[C@H](C)C(=O)OC)C=C1